ClC=1C2=CN(N=C2C=CC1C1=NNC2=NC(=CN=C21)N2C[C@H]1C([C@H]1C2)(C=2SC(=NN2)C)CN)C ((1R,5S,6r)-3-(3-(4-chloro-2-methyl-2H-indazol-5-yl)-1H-pyrazolo[3,4-b]pyrazin-6-yl)-6-(5-methyl-1,3,4-thiadiazol-2-yl)-3-azabicyclo[3.1.0]hexan-6-yl)methanamine